COC=1SC(=CN1)/C=C/C(=O)C1=C(C2=C(NC1=O)SC=C2)SC (E)-5-(3-(2-methoxythiazol-5-yl)acryloyl)-4-methylthiothieno[2,3-b]pyridin-6(7H)-one